ClC=1C=C(OC2CCC(CC2)NC(=O)C=2N=NC(=CC2)N2CCC(CC2)N2CCN(CC2)CC=2C=C3C(N(C(C3=CC2)=O)C2C(NC(CC2)=O)=O)=O)C=CC1C#N N-((1r,4r)-4-(3-chloro-4-cyanophenoxy)cyclohexyl)-6-(4-(4-((2-(2,6-dioxopiperidine-3-yl)-1,3-dioxoisoindoline-5-yl)methyl)piperazin-1-yl)piperidin-1-yl)pyridazine-3-carboxamide